OC=1C=C2CCC3([C@H](C2=CC1)C1=CC=C(C=C1)N1CCC(CC1)CN1CCN(CC1)C=1C=C2CN(C(C2=CC1)=O)[C@@H]1C(NC(CC1)=O)=O)CCCC3 (S)-3-(5-(4-((1-(4-((S)-6'-Hydroxy-3',4'-dihydro-1'H-spiro[cyclopentane-1,2'-naphthalen]-1'-yl)phenyl)piperidin-4-yl)methyl)piperazin-1-yl)-1-oxoisoindolin-2-yl)piperidine-2,6-dione